4-(ethylsulfonyl)-benzeneacetamide C(C)S(=O)(=O)C1=CC=C(C=C1)CC(=O)N